O=C1N(CCC(N1)=O)C1=NN(C2=CC(=CC=C12)C1CN(C1)CC1CN(CCC1)C(=O)OC(C)(C)C)C tert-butyl 3-({3-[3-(2,4-dioxo-1,3-diazinan-1-yl)-1-methylindazol-6-yl]azetidin-1-yl}methyl)piperidine-1-carboxylate